N,1-dimethyl-N-(2-oxo-2-(4-(5-(trifluoromethyl)-1,2,4-oxadiazol-3-yl)phenyl)ethyl)-1H-pyrazole-4-sulfonamide CN(S(=O)(=O)C=1C=NN(C1)C)CC(C1=CC=C(C=C1)C1=NOC(=N1)C(F)(F)F)=O